BrC=1C=C2C3=C(NC2=CC1)C(=NC=C3)[C@@H](C)NC(C)=O (R)-N-(1-(6-bromo-9H-pyrido[3,4-b]indol-1-yl)ethyl)acetamide